(R)-5-methyl-1-(4-((4'-(3-methylpiperazine-1-carbonyl)-[1,1'-biphenyl]-4-yl)methyl)phenyl)-1H-1,2,4-triazole-3-carboxamide CC1=NC(=NN1C1=CC=C(C=C1)CC1=CC=C(C=C1)C1=CC=C(C=C1)C(=O)N1C[C@H](NCC1)C)C(=O)N